methyl-4,6-dichloro-1-methyl-1H-pyrazolo[4,3-c]pyridine CC1=NN(C2=C1C(=NC(=C2)Cl)Cl)C